Ethyl 2-(2,6-dimethyl-4-((2-oxo-3-(4-(trifluoromethyl)phenyl)imidazolin-1-yl)methyl)phenoxy)acetate CC1=C(OCC(=O)OCC)C(=CC(=C1)CN1C(N(CC1)C1=CC=C(C=C1)C(F)(F)F)=O)C